tert-butyl (+-)-2-oxo-8-azabicyclo[3.2.1]octane-8-carboxylate O=C1C2CCC(CC1)N2C(=O)OC(C)(C)C